piperazin-1-ium chloride [Cl-].[NH2+]1CCNCC1